2-((benzyloxy)methyl)-2-methylpropane-1,3-diyl bis(3-cyclohexylpropanoate) C1(CCCCC1)CCC(=O)OCC(COC(CCC1CCCCC1)=O)(C)COCC1=CC=CC=C1